BrCCCCCCC(C(=O)OC(C)(C)C)(C)C tert-butyl 8-bromo-2,2-dimethyloctanoate